C(C=1C(O)=CC=CC1)(=O)O.[Al] aluminum salicylic acid